ONC(CCCCN1C2=CC3=C(C=C2C=2NC(C4=CC=CC=C4C21)=O)OCO3)=O N-hydroxy-5-(5-oxo-5,6-dihydro-12H-[1,3]dioxolo[4',5':5,6]indolo[3,2-c]isoquinolin-12-yl)pentanamide